C1(CCCC1)NCC1=CC=C(S1)C=1C=C(C=CC1)[C@@H](C)NC(C1=C(C=CC(=C1)OC1CCNCC1)C)=O (R)-N-(1-(3-(5-((cyclopentylamino)methyl)thiophen-2-yl)phenyl)ethyl)-2-methyl-5-(piperidin-4-yloxy)benzamide